6-cyclopropyl-1-oxido-pyridinium-3-carboxylic acid ethyl ester C(C)OC(=O)C=1C=[N+](C(=CC1)C1CC1)[O-]